2-(3-hydroxy-3-methylazetidin-1-yl)ethan-1-one OC1(CN(C1)CC=O)C